NC1=CC=C(NC(C2=CC=CC=C2)=O)C=C1 4'-aminobenzanilide